ClCOCC1=CC=CC=C1 [(chloromethoxy)methyl]benzene